N-tert-butyl-1-{5-[2,5-difluoro-4-(1H-pyrazol-4-yl)phenyl]pyrazin-2-yl}pyrrolidin-3-amine dihydrochloride Cl.Cl.C(C)(C)(C)NC1CN(CC1)C1=NC=C(N=C1)C1=C(C=C(C(=C1)F)C=1C=NNC1)F